C[C@@H]1[C@H]([C@@H]([C@@H]([C@H](O1)O[C@H]2[C@@H]([C@H](O[C@@H]([C@H]2O)O[C@H]3[C@H]([C@@H]([C@H](O[C@@H]3O[C@@H]4[C@H](OC([C@@H]([C@H]4O)NC(=O)C)OP(=O)(O)OP(=O)(O)OC/C=C(/C)\\CC/C=C(/C)\\CC/C=C(/C)\\CC/C=C(/C)\\CC/C=C(/C)\\CC/C=C(/C)\\CC/C=C(/C)\\CC/C=C(/C)\\CC/C=C(\\C)/CC/C=C(\\C)/CCC=C(C)C)CO)C)O)O)C)O)O)O)O The molecule is a polyprenyl phospho oligosaccharide consisting of undecaprenyl diphosphate and alpha-D-rhamnosyl-(1->3)-alpha-D-rhamnosyl-(1->2)-alpha-D-rhamnosyl-(1->4)-N-acetyl-D-glucosamine components connected by a glycosyl diphosphate linkage. It is a conjugate acid of an alpha-D-rhamnosyl-(1->3)-alpha-D-rhamnosyl-(1->2)-alpha-D-rhamnosyl-(1->4)-N-acetyl-D-glucosaminyl undecaprenyl diphosphate(2-).